6-bromo-2',3',5',6'-tetrahydrospiro[indoline-3,4'-pyran]-2-one BrC1=CC=C2C(=C1)NC(C21CCOCC1)=O